1-decyl-amine C(CCCCCCCCC)N